3-(1-tert-Butoxycarbonyl-4-piperidinyl)-7-methyl-1H-indole-2-carboxylic acid C(C)(C)(C)OC(=O)N1CCC(CC1)C1=C(NC2=C(C=CC=C12)C)C(=O)O